(2s,3r)-2-(((2-(1,5-dimethyl-6-oxo-1,6-dihydropyridin-3-yl)-1-((tetrahydro-2H-pyran-4-yl) methyl)-1H-benzo[d]imidazol-5-yl) methyl) amino)-3-hydroxybutanoate isopropyl-oxalate C(C)(C)OC(C(=O)O)=O.CN1C=C(C=C(C1=O)C)C1=NC2=C(N1CC1CCOCC1)C=CC(=C2)CN[C@H](C(=O)O)[C@@H](C)O